ClC=1C=C2C(N(C=NC2=C(C1)C=1C(=NN(C1)C)C(F)(F)F)CC1=NC=CC(=C1)OC)=O 6-chloro-3-((4-methoxypyridin-2-yl)methyl)-8-(1-methyl-3-(trifluoromethyl)-1H-pyrazol-4-yl)quinazolin-4(3H)-one